2-methyl-6-chloroethyl-1,4-phenylene ether CC1=C2C(=CC(=C1)O2)CCCl